FC=1C=C2C(CC3(N(C2=CC1)C)CCN(CC3)C(=O)NCC3=C(C=C(C=C3)F)NCCOC)O 6'-fluoro-N-(4-fluoro-2-((2-methoxyethyl)amino)benzyl)-4'-hydroxy-1'-methyl-3',4'-dihydro-1'H-spiro[piperidine-4,2'-quinoline]-1-carboxamide